(5-Chlorobenzo[d]isoxazol-3-yl)-5-ethyl-2-methoxybenzenesulfonamide ClC=1C=CC2=C(C(=NO2)C=2C(=C(C=C(C2)CC)S(=O)(=O)N)OC)C1